Cl.ClC=1N=C2CCNCC2=CC1 6-CHLORO-2,5-DIAZATETRALIN HYDROCHLORIDE